C(C)(C)(C)OC(=O)N1[C@@H](C2=CC(=CC=C2C1)[N+](=O)[O-])C(NC1=C(C=CC=C1F)F)=O (S)-1-((2,6-difluorophenyl)carbamoyl)-6-nitroisoindoline-2-carboxylic acid tert-butyl ester